2-(4-dimethylaminobenzylidene)indan-1-one CN(C1=CC=C(C=C2C(C3=CC=CC=C3C2)=O)C=C1)C